(S)-7-isopropoxy-1-((5-oxopyrrolidin-2-yl)methoxy)-4-(1-(piperidin-4-yl)-1H-pyrazol-4-yl)isoquinoline-6-carboxamide C(C)(C)OC1=C(C=C2C(=CN=C(C2=C1)OC[C@H]1NC(CC1)=O)C=1C=NN(C1)C1CCNCC1)C(=O)N